(2-hydroxypropyl)boric acid OC(COB(O)O)C